3-[2-chloro-4-(isopropylthio)phenyl]azetidine-1-carboxylic Acid Tert-Butyl Ester C(C)(C)(C)OC(=O)N1CC(C1)C1=C(C=C(C=C1)SC(C)C)Cl